N[C@@H](C1=C(C=C(C(=C1)Cl)Cl)O)C1CCN(CC1)S(=O)(=O)CCOC 2-[(R)-amino[1-(2-methoxyethanesulfonyl)piperidin-4-yl]methyl]-4,5-dichlorophenol